ClC=1C=C(OC2C(C(C2(C)C)NC(=O)C=2N=NC(=CC2)N2CCN(CC2)CC2=CC(=CC=C2)N2C(NC(CC2)=O)=O)(C)C)C=CC1C#N N-((1r,3r)-3-(3-chloro-4-cyanophenoxy)-2,2,4,4-tetramethylcyclobutyl)-6-(4-(3-(2,4-dioxotetrahydropyrimidin-1(2H)-yl)benzyl)piperazin-1-yl)pyridazine-3-carboxamide